6-((5-Fluoropyridin-2-yl)amino)-N-methoxy-4-((2-(N-methylmethanesulfonamido)-3-(trifluoromethyl)phenyl)amino)nicotinamide FC=1C=CC(=NC1)NC1=NC=C(C(=O)NOC)C(=C1)NC1=C(C(=CC=C1)C(F)(F)F)N(S(=O)(=O)C)C